9-acetoxy-5a,5b,8,8,11a-pentamethyl-1-(prop-1-en-2-yl)icosahydro-3aH-cyclopenta[a]chrysene-3a-carboxylic acid C(C)(=O)OC1C(C2CCC3(C4(CCC5(C(C4CCC3C2(CC1)C)C(CC5)C(=C)C)C(=O)O)C)C)(C)C